CN(C)CCC[Si](OC)(OC)OC (3-N,N-dimethylaminopropyl)trimethoxysilane